FC=1C=C(C=CC1N1CCC(CC1)N1CCN(CC1)C)NC=1N=CC2=C(N1)N(C(=C2)C2CC2)C2=CC=CC(=N2)N=S(=O)(C)C ((6-(2-((3-fluoro-4-(4-(4-methylpiperazin-1-yl)piperidin-1-yl)phenyl)amino)-6-cyclopropyl-7H-pyrrolo[2,3-d]pyrimidin-7-yl)pyridin-2-yl)imino)dimethyl-λ6-sulfanone